C(C)N(C(C1=C(C=CC(=C1)F)C=1C=2N(C=C(C1)C1CN(C1)[C@@H](C(C)C)CCC=O)C(=NC2)C)=O)C(C)C N-ethyl-5-fluoro-2-(3-methyl-6-{1-[(3R)-2-methyl-6-oxohexan-3-yl]azetidin-3-yl}imidazo[1,5-a]pyridin-8-yl)-N-(isopropyl)benzamide